tert-butyl (R)-3-(1-(4-chlorophenyl)cyclopropane-1-carboxamido)piperidine-1-carboxylate ClC1=CC=C(C=C1)C1(CC1)C(=O)N[C@H]1CN(CCC1)C(=O)OC(C)(C)C